C1(CC1)OCC1=CC=CC(=N1)N1N=NC(=C1)C=1C=C2CN(C(C2=CC1)=O)C1C(NC(CC1)=O)=O 3-(5-(1-(6-(cyclopropoxymethyl)pyridin-2-yl)-1H-1,2,3-triazol-4-yl)-1-oxoisoindolin-2-yl)piperidine-2,6-dione